(3AR,7R,7aS)-7-hydroxy-2,2-dimethyl-tetrahydro-[1,3]dioxolo[4,5-c]pyridine-5(4H)-carboxylic acid tert-butyl ester C(C)(C)(C)OC(=O)N1C[C@@H]2[C@H]([C@@H](C1)O)OC(O2)(C)C